{2-[(2R,3R,4S,5S,6R)-3,4,5-tris(acetoxy)-6-(4-{[(hex-5-yn-1-yl)carbamoyl]amino}-2-methylphenoxy)oxan-2-yl]ethyl}phosphonic acid C(C)(=O)O[C@@H]1[C@H](O[C@@H]([C@H]([C@H]1OC(C)=O)OC(C)=O)OC1=C(C=C(C=C1)NC(NCCCCC#C)=O)C)CCP(O)(O)=O